ClC1=C(C(=CC=C1)Cl)C1=NOC(=C1COC=1C=C(COC2=CC=C(C=C2)C2=CC=C(C=C2)C(=O)O)C=CC1)C(C)C 4'-((3-((3-(2,6-dichlorophenyl)-5-isopropylisoxazol-4-yl)methoxy)benzyl)oxy)-[1,1'-biphenyl]-4-carboxylic acid